Cl.C1(CCCC1)C(=O)NN Cyclopentanecarbohydrazide Hydrochloride